5-amino-2-chloro-4-iodo-benzamide NC=1C(=CC(=C(C(=O)N)C1)Cl)I